N-(5-(methylthio)-1,3,4-thiadiazol-2-yl)-6-phenylpyrimidine CSC1=NN=C(S1)N1CN=CC=C1C1=CC=CC=C1